3-{5-[4-(6-methoxy-5-methylpyridin-2-yl)-1,2,3-triazol-1-yl]-1-oxo-3H-isoindol-2-yl}piperidine-2,6-dione COC1=C(C=CC(=N1)C=1N=NN(C1)C=1C=C2CN(C(C2=CC1)=O)C1C(NC(CC1)=O)=O)C